C(=C)C1=C(C)C(=CC(=C1)C=C)C=C 2,4,6-trivinyltoluene